5-[(9aR)-octahydropyrazino[2,1-c][1,4]oxazin-8-yl]-16-fluoro-7,11-dioxa-19,22,23-triazapentacyclo[16.5.2.12,6.012,17.021,24]hexacosa-1(23),2,4,6(26),12(17),13,15,18,20,24-decaene C1OCCN2[C@@H]1CN(CC2)C2=CC=C1C3=NNC4=CN=C(C=5C(=CC=CC5OCCCOC2=C1)F)C=C34